FC=1C=C(C[C@@H]2N(OCC2)C2=CC(=NC=N2)NC=2C(=CC(=C(C2)NC(C=C)=O)N(C)CCN(C)C)OC)C=C(C1)F N-(5-((6-((S)-3-(3,5-difluorobenzyl)isoxazolidine-2-yl)pyrimidine-4-yl)amino)-2-((2-(dimethylamino)ethyl)(methyl)amino)-4-methoxyphenyl)acrylamide